C(C)C(CC)(CCCCCCCCCCCCCCCC)C1=CNC(O1)=O 5-(3-ethylnonadecan-3-yl)oxazol-2(3H)-one